methylacrylamide TFA salt OC(=O)C(F)(F)F.CC(C(=O)N)=C